(-)-p-nitrophenyl-2-amino-1-propanol hydrochloride Cl.[N+](=O)([O-])C1=CC=C(C=C1)C(C(C)N)O